C(C)NC1CCN(CC1)C1=C(C=C(C=C1)C1=CC=C2N=CC=3N(C2=C1)C(=NN3)N3C[C@@H](N([C@@H](C3)C)C)C)F N-Ethyl-1-(2-fluoro-4-(1-((3S,5R)-3,4,5-trimethylpiperazin-1-yl)-[1,2,4]triazolo[4,3-a]quinoxalin-8-yl)phenyl)piperidin-4-amine